C(C)(C)NC(C(C(O)N)C1=CC=CC=C1)=O N-isopropyl-3-amino-3-hydroxy-2-phenylpropionamide